(2,4-di-t-butylphenyl)pentaerythritol diphosphite OP(O)OP(O)O.C(C)(C)(C)C1=C(C=CC(=C1)C(C)(C)C)C(O)C(CO)(CO)CO